BrC=1C(=NC(=NC1)NC1=CC(=C(C=C1)N1CCC(CC1)N1CCN(CC1)C)COC)NC1=C(C=CC(=C1)F)C(C)(C)O 2-(2-((5-Bromo-2-((3-(methoxymethyl)-4-(4-(4-methylpiperazin-1-yl)piperidin-1-yl)benzeneyl)amino)pyrimidin-4-yl)amino)-4-fluorophenyl)propan-2-ol